5,10-di((E)-dec-5-en-1-yl)-10,15-dihydro-5H-diindolo[3,2-a:3',2'-c]carbazole C(CCC\C=C\CCCC)N1C=2C=CC=CC2C=2C1=C1C(=C3C=4C=CC=CC4N(C23)CCCC\C=C\CCCC)NC=2C=CC=CC21